The molecule is a monochlorobenzoic acid carrying a chloro substituent at position 3. It has a role as a drug metabolite. It derives from a benzoic acid. It is a conjugate acid of a 3-chlorobenzoate. C1=CC(=CC(=C1)Cl)C(=O)O